ClC1=C(C(=CC=2C(N3[C@@H](COC21)CNCC3)=O)F)C3=C(C=CC=C3O)F (12aR)-10-chloro-8-fluoro-9-(2-fluoro-6-hydroxyphenyl)-1,2,3,4,12,12a-hexahydro-6H-pyrazino[2,1-c][1,4]benzooxazepin-6-one